N-((1R,2R,4S)-7-cyano-7-azabicyclo[2.2.1]heptan-2-yl)-6-fluoro-N-methyl-1-(6-methyl-2-pyridinyl)-1H-indazole-5-carboxamide C(#N)N1[C@H]2[C@@H](C[C@@H]1CC2)N(C(=O)C=2C=C1C=NN(C1=CC2F)C2=NC(=CC=C2)C)C